CC=1C2=C(N=NC1NC=1SC=CN1)N(CC2)C=2SC=C(N2)C(=O)O 2-{4-methyl-3-[(1,3-thiazol-2-yl)amino]-5H,6H,7H-pyrrolo[2,3-c]pyridazin-7-yl}-1,3-thiazole-4-carboxylic acid